CSCCCCCCC(C(=O)O)NO The molecule is an N-hydroxy-alpha-amino acid having a 7-thiaoctyl substituent at the 2-position. It derives from a tetrahomomethionine. It is a conjugate acid of a N-hydroxytetrahomomethioninate.